FC=1C=C2C(=NC(=NC2=CC1)C)S 6-fluoro-2-methylquinazoline-4-thiol